IC[C@H]1CNCC1 R-3-iodomethylpyrrolidine